N-(3,4-dichloro-1H-indol-7-yl)-4-((2-(2,2,2-trifluoroacetyl)-2-azaspiro[3.3]heptan-6-yl)oxy)benzenesulfonamide ClC1=CNC2=C(C=CC(=C12)Cl)NS(=O)(=O)C1=CC=C(C=C1)OC1CC2(CN(C2)C(C(F)(F)F)=O)C1